(R)-1-(6-(azetidin-1-yl)pyridin-3-yl)-6-chloro-7-(2-(((3-fluoropyridin-2-yl)oxy)methyl)pyrrolidin-1-yl)-4-oxo-1,4-dihydro-quinoline-3-carboxylic acid N1(CCC1)C1=CC=C(C=N1)N1C=C(C(C2=CC(=C(C=C12)N1[C@H](CCC1)COC1=NC=CC=C1F)Cl)=O)C(=O)O